methyl-tricetyl-ammonium chloride [Cl-].C[N+](CCCCCCCCCCCCCCCC)(CCCCCCCCCCCCCCCC)CCCCCCCCCCCCCCCC